F[C@H]1C[C@H]2[C@@H]3CC[C@](C(CO)=O)([C@]3(CC3[C@@]2([C@]2(C=CC(C=C12)=O)C)O3)C)O 6α-fluoro-17α,21-dihydroxy-9,11-epoxy-pregna-1,4-diene-3,20-dione